(S)-7-(cyclopropyl(5-(3-fluoropiperidine-1-carbonyl)pyridin-2-yl)amino)-2-methyl-[1,2,4]triazolo[4,3-a]pyridin-3(2H)-one C1(CC1)N(C1=CC=2N(C=C1)C(N(N2)C)=O)C2=NC=C(C=C2)C(=O)N2C[C@H](CCC2)F